O1COC2=C1C=CC(=C2)C2=NNC(=C2)NC(C2=CC=C(C=C2)OCCOC)=O N-(3-(benzo[d][1,3]dioxol-5-yl)-1H-pyrazol-5-yl)-4-(2-methoxyethoxy)benzamide